ClC=1C(=C(CNCCC2=C(C=CC(=C2)OC)OC)C=CC1)C N-(3-chloro-2-methylbenzyl)-2-(2,5-dimethoxyphenyl)ethan-1-amine